[Pt+2].NCC1OC(OC1CN)C(C)C (4,5-bis(aminomethyl)-2-isopropyl-1,3-dioxolane) platinum (II)